1-(2-(1,3-dioxolan-2-yl)-4-fluorophenyl)-4-fluoro-1H-pyrazole O1C(OCC1)C1=C(C=CC(=C1)F)N1N=CC(=C1)F